(S)-1-(4-((4-(3-((2-(1-hydroxyethyl)-1H-imidazol-1-yl)methyl)isoxazol-5-yl)phenyl)ethynyl)benzoyl)piperidin-4-carboxylic acid O[C@@H](C)C=1N(C=CN1)CC1=NOC(=C1)C1=CC=C(C=C1)C#CC1=CC=C(C(=O)N2CCC(CC2)C(=O)O)C=C1